C(C)(=O)N1CCC(CC1)N1C=NC2=C(C1=O)C=C(N=C2C=2C=NC=CC2)C2=CC=C(C=C2)Cl 3-(1-Acetylpiperidin-4-yl)-6-(4-chlorophenyl)-8-(pyridin-3-yl)pyrido[3,4-d]pyrimidin-4(3H)-one